ClC=1C=C(C=C(C1)Cl)C1=NOC(C1)C 3-(3,5-Dichlorophenyl)-5-methyl-4,5-dihydro-1,2-oxazol